COC=1C=C(C=NC1)N1C(N(C2(CC2)C1=O)C(=O)[C@@H]1CC[C@H]2N1C([C@H](CCCC2)NC(OC(C)(C)C)=O)=O)=O tert-butyl ((3S,6S,10aS)-3-(6-(5-methoxypyridin-3-yl)-5,7-dioxo-4,6-diazaspiro[2.4]heptane-4-carbonyl)-5-oxodecahydropyrrolo[1,2-a]azocin-6-yl)carbamate